C1(CC1)C1=CC2=C(C=C(O2)C(=O)NS(=O)(=O)C2=C(C=CC(=C2)OC2=CC=CC=C2)OCC)C(=C1)F 6-Cyclopropyl-N-(2-ethoxy-5-phenoxy-phenyl)sulfonyl-4-fluoro-benzofuran-2-carboxamide